(5-(2-(trifluoromethyl)phenyl)-1,3,4-thiadiazol-2-yl)benzo[c]isoxazole-3-carboxamide FC(C1=C(C=CC=C1)C1=NN=C(S1)C1=CC=CC2=NOC(=C21)C(=O)N)(F)F